(S)-3-((S)-3',3'-difluoro-1'-(3-(1-methyl-1H-pyrazol-4-yl)benzyl)-6-oxo-6,8-dihydro-2H,7H-spiro[furo[2,3-e]isoindole-3,4'-piperidin]-7-yl)piperidine-2,6-dione FC1(CN(CC[C@]12COC1=C3CN(C(C3=CC=C12)=O)[C@@H]1C(NC(CC1)=O)=O)CC1=CC(=CC=C1)C=1C=NN(C1)C)F